ClS(=O)(=O)C1=CC=C2C(=N1)CCN2C(=O)C=2C=C(CCNC(OC(C)(C)C)=O)C=CC2 tert-butyl (3-(5-(chlorosulfonyl)-2,3-dihydro-1H-pyrrolo[3,2-b]pyridine-1-carbonyl)phenethyl)carbamate